3,3-dibutyl-8-hydroxy-7-(methylthio)-5-phenyl-2,3,4,5-tetrahydro-1,5-benzothiazepine 1,1-dioxide C(CCC)C1(CS(C2=C(N(C1)C1=CC=CC=C1)C=C(C(=C2)O)SC)(=O)=O)CCCC